3-(5-(3-(6-nitroindolin-1-yl)-3-oxopropyl)thiophen-2-yl)propanoic acid [N+](=O)([O-])C1=CC=C2CCN(C2=C1)C(CCC1=CC=C(S1)CCC(=O)O)=O